C(C1=CC=CC=C1)N(C(=O)C=1C=NC2=CC=CC(=C2C1)NC1CCN(CC1)CC(N1[C@@H](C[C@@H](C1)F)C#N)=O)C N-benzyl-N-methyl-5-[[1-[2-oxo-2-[(2S,4S)-2-cyano-4-fluoro-pyrrolidin-1-yl]ethyl]-4-piperidyl]amino]quinoline-3-carboxamide